BrC1=CC=C(C=C1)S(=O)(C)=N (4-bromophenyl)-imino-methyl-oxo-λ^{6}-sulfane